C1(CC1)NC(C1=C(C=C(C=C1OC)N1C=NC2=C1C=CC(=C2)C=2C=NNC2)OC(F)F)=O N-cyclopropyl-2-(difluoromethoxy)-6-methoxy-4-[5-(1H-pyrazol-4-yl)benzimidazol-1-yl]benzamide